N2-(Heptan-4-yl)-7-((5-methyl-6-(4-((methylamino)methyl)piperidin-1-yl)pyridin-3-yl)methyl)-imidazo[2,1-f][1,2,4]triazin-2,4-diamin CCCC(CCC)NC1=NN2C(C(=N1)N)=NC=C2CC=2C=NC(=C(C2)C)N2CCC(CC2)CNC